COC(=O)[C@@H]1[C@H]2C([C@H]2CN1C([C@H](C(C)(C)C)NC(=O)OCC)=O)(C)C (1r,2S,5S)-3-[(2S)-2-(ethoxycarbonylamino)-3,3-dimethyl-butyryl]-6,6-dimethyl-3-azabicyclo[3.1.0]hexane-2-carboxylic acid methyl ester